3-(3-methoxy-4-((4-(trifluoromethoxy)benzyl)oxy)benzyl)-6-(1-methyl-1H-pyrazol-4-yl)-3H-imidazo[4,5-b]pyridin-2-amine COC=1C=C(CN2C(=NC=3C2=NC=C(C3)C=3C=NN(C3)C)N)C=CC1OCC1=CC=C(C=C1)OC(F)(F)F